2-{[4-(Benzyloxy)-2-tert-butylphenyl]amino}-N-(2-cyclohexylethyl)benzamide C(C1=CC=CC=C1)OC1=CC(=C(C=C1)NC1=C(C(=O)NCCC2CCCCC2)C=CC=C1)C(C)(C)C